OCCC1=CC=C(C=C1)C1=CC=C(C=C1)C(C)(C)NC([O-])=O (2-(4'-(2-hydroxyethyl)-[1,1'-biphenyl]-4-yl)propan-2-yl)carbamate